(2-{[2-(aminomethyl)-4-bromo-6-(trifluoromethyl)phenyl]sulfanyl}pyridin-3-yl)methanol HCl salt Cl.NCC1=C(C(=CC(=C1)Br)C(F)(F)F)SC1=NC=CC=C1CO